ClC=1C2=CN(N=C2C=CC1C1=CNC2=NC(=CN=C21)N2CCC(CC2)(N)C)C 1-[7-(4-chloro-2-methyl-2H-indazol-5-yl)-5H-pyrrolo[2,3-b]pyrazin-3-yl]-4-methylpiperidin-4-amine